CC1=CC(=C(C(=O)O)C=C1)CN1CCNCC1 p-methylpiperazinomethylbenzoic acid